4-(3-((1H-1,2,4-triazol-1-yl)methyl)piperidin-1-yl)-1H-indole-6-carboxylic acid N1(N=CN=C1)CC1CN(CCC1)C1=C2C=CNC2=CC(=C1)C(=O)O